(1R,4R)-2-methyl-2,5-diazabicyclo[2.2.1]-heptane CN1[C@H]2CN[C@@H](C1)C2